4-hydroxy-6-oxo-1-(1-(trifluoromethyl)cyclopropyl)-1,6-dihydropyridine-3-carboxylic acid methyl ester COC(=O)C1=CN(C(C=C1O)=O)C1(CC1)C(F)(F)F